CN(C(C[C@@]1(OB(OC(C1)=O)[C@H](CC(C)C)NC([C@H](CC1=CC=CC=C1)NC(=O)C1=NC=CN=C1)=O)C(=O)O)=O)C (S)-4-(2-(dimethylamino)-2-oxoethyl)-2-((R)-3-methyl-1-((S)-3-phenyl-2-(pyrazine-2-carboxamido)propanamido)butyl)-6-oxo-1,3,2-dioxaborinane-4-carboxylic acid